BrC1=C(C=CC=C1)NC(=O)C1=CC2=C(N1)C=C(S2)C N-(2-bromophenyl)-2-methyl-4H-thieno[3,2-b]pyrrole-5-carboxamide